ClC=1C(NC=CC1)=O 3-chloro-2-oxopyridine